FC=1C=C(C=CC1)C=1C=C(C=NC1OC1=CC(=CC=C1)C(F)(F)F)C(=O)N[C@H](CO)CC 5-(3-fluorophenyl)-N-[(2S)-1-hydroxybutan-2-yl]-6-[3-(trifluoromethyl)phenoxy]pyridine-3-carboxamide